C(C)OC(=O)C1CC2(C1)CCC1(OCCO1)CC2.CC(C)[SiH](C(C)C)C(C)C tris(prop-2-yl)silane Ethyl-8,11-dioxadispiro[3.2.47.24]tridecane-2-carboxylate